anthrazine C1=CC=CC2=CC=3C4=NC5=CC=C6C=C7C=CC=CC7=CC6=C5N=C4C=CC3C=C12